5-(1-Azidoethyl)-N-(2-(2-fluoropropan-2-yl)pyrimidin-4-yl)-8-methoxy-2,7-naphthyridin-3-amine N(=[N+]=[N-])C(C)C1=C2C=C(N=CC2=C(N=C1)OC)NC1=NC(=NC=C1)C(C)(C)F